3-Amino-N-[5-isopropyl-4-(2-isopropylphenyl)-6-(2-methylphenoxy)pyrimidin-2-yl]benzenesulfonamide NC=1C=C(C=CC1)S(=O)(=O)NC1=NC(=C(C(=N1)C1=C(C=CC=C1)C(C)C)C(C)C)OC1=C(C=CC=C1)C